BrC1=C(N)C(=CC(=C1)C(C(F)(F)F)(C(F)(F)F)F)I 2-bromo-6-iodo-4-(perfluoropropane-2-yl)aniline